FC(CNS(=O)(=O)C1=C(C=C(C=C1C)C)C)(C1=C(C=CC=C1)C)F N-[2,2-difluoro-2-(2-methylphenyl)ethyl]-2,4,6-trimethylbenzene-1-sulfonamide